tert-butyl (1R,5S)-3-(1-methoxy-1,3-dioxopentan-2-yl)-3,8-diazabicyclo[3.2.1]octane-8-carboxylate COC(C(C(CC)=O)N1C[C@H]2CC[C@@H](C1)N2C(=O)OC(C)(C)C)=O